ClCCNS(=O)(=O)C1=CC=C(C=C1)C1=C(C=CC=C1)CN1CCOCC1 N-(2-chloroethyl)-2'-(morpholinomethyl)-[1,1'-biphenyl]-4-sulfonamide